ClC1=C(C=CC=C1C1=C(C(=NC=C1)C=1C=C2CCN(CC2=C(C1)OC)C[C@@H](C)O)Cl)C1=NC(=C(C=O)C=C1)OC (R)-6-(2-chloro-3-(3-chloro-2-(2-(2-hydroxypropyl)-8-methoxy-1,2,3,4-tetrahydroisoquinolin-6-yl)pyridin-4-yl)phenyl)-2-methoxynicotinaldehyde